2,3,4,5-tetrahydro-1H-azepine N1CCCCC=C1